5-methoxy-N-(1-methyl-6-oxo-1,6-dihydropyridazin-3-yl)-1,8,10-triazatricyclo[7.4.0.02,7]trideca-2(7),3,5,8,10,12-hexaene-11-carboxamide COC=1C=CC=2N3C=CC(=NC3=NC2C1)C(=O)NC1=NN(C(C=C1)=O)C